N-propyl-N-methylpiperidinium bis(trifluoromethanesulfonyl)imide [N-](S(=O)(=O)C(F)(F)F)S(=O)(=O)C(F)(F)F.C(CC)[N+]1(CCCCC1)C